CC(C(=O)OCCCCCCOC1=CC=C(C=C1)/C=C/C(=O)O)=C (E)-3-[4-[6-(2-methylpropan-2-enoyloxy)hexyloxy]phenyl]prop-2-enoic acid